C(C)N1C2=C([C@H]([C@H](C1=O)NC(C1=CC(=CC=C1)C(F)(F)F)=O)C1=CC=C(C=C1)F)C(=NN2C2=CC=CC=C2)C=O |r| rac-N-((4R,5R)-7-ethyl-4-(4-fluorophenyl)-3-formyl-6-oxo-1-phenyl-4,5,6,7-tetrahydro-1H-pyrazolo[3,4-b]pyridine-5-yl)-3-(trifluoromethyl)benzamide